methyl-(S)-3-(3-((tert-Butoxycarbonyl)amino)-3-methylpyrrolidin-1-yl)-2-chloroisonicotinic acid CC=1N=C(C(=C(C(=O)O)C1)N1C[C@@](CC1)(C)NC(=O)OC(C)(C)C)Cl